C1C(CC12CCC2)NC(=O)N[C@H](C2=CC(=CC=C2)C(F)(F)F)C2=NNC=N2 |r| (±)-1-spiro[3.3]hept-2-yl-3-[(1H-[1,2,4]triazol-3-yl)-(3-trifluoromethyl-phenyl)-methyl]-urea